CC1(C2=CC=CC=C2C=2C=CC(=CC12)NC=1C=CC=2N(C3=CC=CC=C3C2C1)C)C N-(9,9-dimethyl-9H-fluoren-2-yl)-9-methyl-9H-carbazole-3-amine